2-((4-amino-2-(ethoxymethyl)-7,8-dihydro-cyclopenta[b]imidazo[4,5-d]pyridin-1(6H)-yl)methyl)-2-methylpropane-1,3-diol NC1=C2C(=C3C(=N1)CCC3)N(C(=N2)COCC)CC(CO)(CO)C